C(CCC)[Si](C)(C)CCCC Din-butyldimethylsilane